N-[(6S)-2-[(3S,4R)-3-amino-4-(difluoromethyl)pyrrolidin-1-yl]-5,6,7,8-tetrahydroquinolin-6-yl]-1-ethyl-1H-pyrrolo[2,3-b]pyridine-5-carboxamide N[C@@H]1CN(C[C@H]1C(F)F)C1=NC=2CC[C@@H](CC2C=C1)NC(=O)C=1C=C2C(=NC1)N(C=C2)CC